N-(benzo[f]isoquinolin-2-ylmethyl)oxazole-4-carboxamide C1=C(N=CC=2C=CC3=C(C12)C=CC=C3)CNC(=O)C=3N=COC3